4-(2,4'-dichloro-[1,1'-biphenyl]-4-yl)-1H-1,2,3-triazole-5-carboxylic acid ClC1=C(C=CC(=C1)C=1N=NNC1C(=O)O)C1=CC=C(C=C1)Cl